[OH-].[Al+3].CC1=C(C(=O)N[C@@H](CC(=O)O)C(=O)O)C(=CC(=C1)C)C.[OH-].[OH-] N-(2,4,6-trimethylbenzoyl)-L-aspartic acid aluminum hydroxide